CC1=C(C(=CC(=C1)C)C)N1C=NC=C1 1-(2,4,6-trimethyl-phenyl)-1H-imidazole